ClC1=NC=C(C=C1NS(=O)(=O)C1=CC(=NC=C1)F)B1OC(C(O1)(C)C)(C)C N-(2-chloro-5-(4,4,5,5-tetramethyl-1,3,2-dioxaborolan-2-yl)pyridin-3-yl)-2-fluoropyridine-4-sulfonamide